N-(3-(2-((1-(2-chloro-4-methylphenyl)-2-oxopyrrolidin-3-yl)amino)-2-oxoacetyl)-1H-indol-5-yl)-4-hydroxypyrrolidine-2-carboxamide ClC1=C(C=CC(=C1)C)N1C(C(CC1)NC(C(=O)C1=CNC2=CC=C(C=C12)NC(=O)C1NCC(C1)O)=O)=O